OC(C(=O)O)NC(=O)C1=CC=CC=C1 α-hydroxyhippuric acid